BrC=1C(=NN(C1C1CCC1)C)C1=NC=C(C=C1)F (4-bromo-5-cyclobutyl-1-methyl-1H-pyrazol-3-yl)-5-fluoropyridine